4,5-difluoro-11-azatricyclo[6.2.1.02,7]Undecene-2,4,6,9-tetraene-11-carboxylic acid tert-butyl ester C(C)(C)(C)OC(=O)N1C=2C3=CC(=C(C=C3C1C=C2)F)F